FC(OC=1C=C(CBr)C=CC1)F 3-(difluoromethoxy)benzyl bromide